FC(C(=O)O)(F)F.N1CC(C1)NOC[C@@H](CO)O (2R)-3-{[(azetidin-3-yl)amino]oxy}propane-1,2-diol trifluoroacetate salt